lauryldimethyl-methacrylamidopropylammonium tosylate S(=O)(=O)([O-])C1=CC=C(C)C=C1.C(CCCCCCCCCCC)[N+](CCCNC(C(=C)C)=O)(C)C